FC1(CNCCC1OC1=CC=CC(=N1)C1=NC2=CC(=NC=C2C=C1)CNC(C1=CC(=C(C=C1)C)S(=O)(=O)C)=O)F N-((2-(6-((3,3-difluoropiperidin-4-yl)oxy)pyridin-2-yl)-1,6-naphthyridin-7-yl)methyl)-4-methyl-3-(methylsulfonyl)benzamide